C(C1=CC=CC=C1)OCCOCCOCCOCCOC[C@H](CO)O (2S)-3-[2-[2-[2-(2-benzyloxyethoxy)ethoxy]ethoxy]ethoxy]propane-1,2-diol